(R)-2-amino-5-(3,5-dichlorophenyl)-4-oxo-4,5-dihydrofuran-3-yl-5-d phenylmethanesulfonate C1(=CC=CC=C1)CS(=O)(=O)OC1=C(O[C@](C1=O)([2H])C1=CC(=CC(=C1)Cl)Cl)N